C(C)(C)=CC(C(=O)O)(OC)OC isopropylidene-2,2-bis(methoxy)propionic acid